1-(2-iodophenyl)-7-methyl-1H-indol IC1=C(C=CC=C1)N1C=CC2=CC=CC(=C12)C